C(C=C)(=O)OCC(COCCCCCCOCC(COC(C=C)=O)O)O 1,6-hexanediylbis[oxy-2-hydroxy-3,1-propanediyl] bisacrylate